CON(C(=O)C=1N=C(OC1)C)C N-methoxy-N,2-dimethyloxazole-4-carboxamide